C(C)(C)(C)OC(N[C@H](C(=O)NC1=CC(=C(C=C1)C=1C(=NOC1C)C)F)C(C1=CC=CC=C1)C1=CC=CC=C1)=O (S)-(1-((4-(3,5-dimethylisoxazol-4-yl)-3-fluorophenyl)amino)-1-oxo-3,3-diphenylpropan-2-yl)carbamic acid tert-butyl ester